OC1=C(C2=CC=CC=C2C=C1)CN1CC=2N=C(N=C(C2C1)N1C[C@@H](NCC1)CC#N)OC[C@H]1N(CCC1)C 2-((S)-4-(6-((2-hydroxynaphthalen-1-yl)methyl)-2-(((S)-1-methylpyrrolidin-2-yl)methoxy)-6,7-dihydro-5H-pyrrolo[3,4-d]pyrimidin-4-yl)piperazin-2-yl)acetonitrile